(S)-3-(2-isopropoxyphenyl)-1-((6-methoxy-5-methylpyridin-3-yl)methyl)piperazine C(C)(C)OC1=C(C=CC=C1)[C@H]1CN(CCN1)CC=1C=NC(=C(C1)C)OC